2,2'-(((1S,2S)-2-((carboxymethyl)(4-(2-oxo-2-(perfluorophenoxy)ethyl)benzyl)amino)cyclohexyl)azanediyl)diacetic acid C(=O)(O)CN([C@@H]1[C@H](CCCC1)N(CC(=O)O)CC(=O)O)CC1=CC=C(C=C1)CC(OC1=C(C(=C(C(=C1F)F)F)F)F)=O